3-[3-(2,6-Diethylphenylamino)-2-hydroxypropyl]-1H-1,2,4-triazol-5(4H)-one C(C)C1=C(C(=CC=C1)CC)NCC(CC1=NNC(N1)=O)O